C1(=CC=CC=C1)CNC(OC1=CC=C(C=C1)CC1=CC=C(C=C1)OC(NCC1=CC=CC=C1)=O)=O (methylenedi-p-phenylene) bis(phenylmethylcarbamate)